C1(=CC=CC2=CC=CC=C12)NN[C@@H](C)C(=O)O NAPhTHYLAMINOALANINE